ClC1=C(C2=C(NC(O[C@@]23CN(CCC3)C(=O)C3=NN=C(N3COCC[Si](C)(C)C)C(CC)Cl)=O)C=C1)F (4R)-6-chloro-1'-(5-(1-chloropropyl)-4-((2-(trimethylsilyl)ethoxy)methyl)-4H-1,2,4-triazole-3-carbonyl)-5-fluorospiro[benzo[d][1,3]oxazine-4,3'-piperidin]-2(1H)-one